Sulfane (Triflate) OS(=O)(=O)C(F)(F)F.S